(1R,2S,5S)-3-[2-(3,5-difluorophenoxy)acetyl]-6,6-dimethyl-N-[[(3S)-2-oxopyrrolidin-3-yl]methyl]-3-azabicyclo[3.1.0]hexane-2-carbohydrazide FC=1C=C(OCC(=O)N2[C@@H]([C@H]3C([C@H]3C2)(C)C)C(=O)N(N)C[C@H]2C(NCC2)=O)C=C(C1)F